N1=CC=C(C=C1)C#CC#CC1=CC=C(C=C1)C1=CC(=NO1)CN1C(=NC=C1)[C@H](C)OC1OCCCC1 5-(4-(Pyridin-4-ylbut-1,3-diyn-1-yl)phenyl)-3-((2-((1S)-1-((tetrahydro-2H-pyran-2-yl)oxy)ethyl)-1H-imidazol-1-yl)methyl)isoxazole